CS(=O)(=O)CS(=O)(=O)C dimethyl-sulfonylmethane